CS(=O)(=O)OCC1=C(C(=NC=C1)C1C(NC(CC1)=O)=O)F (2-(2,6-dioxopiperidin-3-yl)-3-fluoropyridin-4-yl)methyl methanesulfonate